FC1(CCC=2N(C1)N=C(C2)C2=CC=C(C=C2)F)F 6,6-Difluoro-2-(4-fluorophenyl)-5,7-dihydro-4H-pyrazolo[1,5-a]pyridin